C1(CC1)C(C=CC1=CC=C(C=C1)CC(C)C)=O 1-cyclopropyl-3-(4-isobutylphenyl)prop-2-en-1-one